O-(7-azabenzotriazol-2-yl)-N,N,N',N'-tetramethyluronium Hexafluoro-phosphate F[P-](F)(F)(F)(F)F.N=1N(N=C2C1N=CC=C2)OC(=[N+](C)C)N(C)C